ClC1=CC(=C(C=C1Cl)C(COS(=O)(=O)C)C1CCN(CC1)C(=O)OC(C)C)OC propan-2-yl 4-[1-(4,5-dichloro-2-methoxyphenyl)-2-(methanesulfonyloxy)ethyl]piperidine-1-carboxylate